[(3-fluorophenoxy)methyl]-5-(5-fluoro-2-pyridinyl)-6,7-dihydro-thiazolo[5,4-c]pyridin-4(5H)-one FC=1C=C(OCC=2SC=3C(N(CCC3N2)C2=NC=C(C=C2)F)=O)C=CC1